(3R)-7-((2S,5R)-4-acryloyl-2,5-dimethylpiperazin-1-yl)-9-chloro-3-((1-cyclopropylpiperidin-4-yl)methyl)-10-(2,4-difluorophenyl)-2,3-dihydro-5H-[1,4]oxazino[2,3,4-ij]quinazolin-5-one C(C=C)(=O)N1C[C@@H](N(C[C@H]1C)C1=NC(N2C3=C(C(=C(C=C13)Cl)C1=C(C=C(C=C1)F)F)OC[C@H]2CC2CCN(CC2)C2CC2)=O)C